benzyl 4-[4-[4-[[(10S)-4-(2-hydroxyphenyl)-1,5,6,8,12-pentazatricyclo[8.4.0.02,7]tetradeca-2,4,6-trien-12-yl]methyl]-1-piperidyl]-1-piperidyl]piperidine-1-carboxylate OC1=C(C=CC=C1)C=1C=C2N3CCN(C[C@@H]3CNC2=NN1)CC1CCN(CC1)C1CCN(CC1)C1CCN(CC1)C(=O)OCC1=CC=CC=C1